(R)-1-((2S,4R)-2-(benzo[d]thiazol-2-yl)-4-hydroxypyrrolidin-1-yl)-2-(4-(5-chlorothien-2-yl)-1H-1,2,3-triazol-1-yl)-3-methylbutan-1-one S1C(=NC2=C1C=CC=C2)[C@H]2N(C[C@@H](C2)O)C([C@@H](C(C)C)N2N=NC(=C2)C=2SC(=CC2)Cl)=O